ClC1=CC=C(OC(C(=O)N2CCC(CC2)CNCC2OC2)(C)C)C=C1 2-(4-chlorophenoxy)-2-methyl-1-(4-(((oxiran-2-ylmethyl)amino)methyl)piperidin-1-yl)propan-1-one